C12(CC(C1)C2)C2=NC(=C1C=NC(=NN12)SC)Cl 7-{bicyclo[1.1.1]pentan-1-yl}-5-chloro-2-(methylsulfanyl)imidazo[4,3-f][1,2,4]triazine